C(C)N1N=CC(=C1)CN1C(N(C=C1)C1=NC(=CC(=C1F)C(F)(F)F)NCC1(CCC1)F)=O 1-[(1-ethyl-1H-pyrazol-4-yl)methyl]-3-[3-fluoro-6-{[(1-fluorocyclobutyl)methyl]amino}-4-(trifluoromethyl)pyridin-2-yl]-1,3-dihydro-2H-imidazol-2-one